BrC=1C(=NC(=NC1)NC1=C(C=C(C(=C1)Cl)N1CCC(CC1)N1CCN(CC1)C)OC)N(C1=CC2=C(CCO2)C=C1N(S(=O)(=O)C)C)C N-(6-((5-bromo-2-((5-chloro-2-methoxy-4-(4-(4-methylpiperazin-1-yl)piperidine-1-yl)phenyl)amino)pyrimidin-4-yl)(methyl)amino)-2,3-dihydrobenzofuran-5-yl)-N-methylmethanesulfonamide